CN1CCN(CC1)CC(=O)NC1=CC=C(C=C1)C=1N=C2N(C=CC=C2)C1CN1CCN(CC1)C1=CC=CC=C1 2-(4-methylpiperazin-1-yl)-N-(4-(3-((4-phenylpiperazin-1-yl)methyl)imidazo[1,2-a]pyridin-2-yl)phenyl)acetamide